FC(S(=O)(=O)N1C[C@H](C[C@H](C1)O)NC(CC1=NC=C2C=CC(=NC2=C1)C1=NC(=CC=C1)N1C[C@@H](O[C@@H](C1)C)C)=O)F N-((3S,5R)-1-((difluoromethyl)sulfonyl)-5-hydroxypiperidin-3-yl)-2-(2-(6-((cis)-2,6-dimethylmorpholino)pyridin-2-yl)-1,6-naphthyridin-7-yl)acetamide